C(=C)OC(CCN)C 1-methyl-3-aminopropyl vinyl ether